FC=1C=C(C=C(C1)F)[C@@H]1CC[C@H]2OC3(C(N21)=O)CCN(CC3)C(=O)C3=NC=CC(=C3)OC (5'S,7a'R)-5'-(3,5-difluorophenyl)-1-(4-methoxypyridine-2-carbonyl)tetrahydro-3'H-spiro[piperidine-4,2'-pyrrolo[2,1-b][1,3]oxazol]-3'-one